N-(4-fluorophenyl)-5-mercapto-3-oxo-1-(6-(trifluoromethyl)pyridine-3-yl)-1,2,3,6-tetrahydropyridazine-4-carboxamide FC1=CC=C(C=C1)NC(=O)C=1C(NN(CC1S)C=1C=NC(=CC1)C(F)(F)F)=O